(Z)-1-acetyl-2-((6-(hydroxymethyl)quinolin-2-yl)methylene)indolin C(C)(=O)N1\C(\CC2=CC=CC=C12)=C/C1=NC2=CC=C(C=C2C=C1)CO